Cl.COC(CNCC1=CNC(C2=CC=CC=C12)=O)C 4-(((2-methoxypropyl)amino)methyl)isoquinolin-1(2H)-one hydrochloride